2-ethyl-cerium hexanoate C(CCCCC)(=O)[O-].CC[Ce+2].C(CCCCC)(=O)[O-]